3-(3-(2-((3-(2-carboxy-2-(piperidin-3-yl)ethyl)benzyl)(2-(3-(2-carboxy-2-(piperidin-3-yl)ethyl)phenoxy)ethyl)amino)-2-oxoethyl)phenyl)-2-(piperidin-3-yl)propanoic acid C(=O)(O)C(CC=1C=C(CN(C(CC=2C=C(C=CC2)CC(C(=O)O)C2CNCCC2)=O)CCOC2=CC(=CC=C2)CC(C2CNCCC2)C(=O)O)C=CC1)C1CNCCC1